C(C)(=O)C1=CC(=C(COC2=CC=CC(=N2)C2CCN(CC2)CC2=NC=3C(=NC(=CC3)C(=O)O)N2C[C@H]2OCC2)C=C1)F (S)-2-((4-(6-((4-acetyl-2-fluorobenzyl)oxy)pyridin-2-yl)-piperidin-1-yl)methyl)-3-(oxetan-2-ylmethyl)-3H-imidazo[4,5-b]pyridine-5-carboxylic acid